(1-((1H-pyrazol-4-yl)methyl)-2-(1-(cyclopropylmethyl)-1H-indol-2-yl)-7-methoxy-1H-benzo[d]imidazol-5-yl)((1R,4R,7R)-7-amino-2-azabicyclo[2.2.1]heptan-2-yl)methanone N1N=CC(=C1)CN1C(=NC2=C1C(=CC(=C2)C(=O)N2[C@@H]1CC[C@H](C2)[C@H]1N)OC)C=1N(C2=CC=CC=C2C1)CC1CC1